[Sn].C(C)NCC.C(C)NCC.C(C)NCC.C(C)NCC tetrakis(diethylamine) tin